C(C1=CC=CC=C1)OC1=CC=C2C(C(OCC2=C1)C=1C=C2CCCC2=CC1)C1=CC=C(C=C1)N1CCC(CC1)C(OC)OC 1-(4-(7-(benzyloxy)-3-(2,3-dihydro-1H-inden-5-yl)isochroman-4-yl)phenyl)-4-(dimethoxymethyl)piperidine